4-(cyclopropylthio)-N-(2-(4,4-difluoropiperidin-1-yl)-6-methylpyridin-4-yl)-2-(6-azaspiro[2.5]oct-6-yl)benzamide 1,2,3-propanetriyl-triacetate C(C(CCC(=O)O)CC(=O)O)CC(=O)O.C1(CC1)SC1=CC(=C(C(=O)NC2=CC(=NC(=C2)C)N2CCC(CC2)(F)F)C=C1)N1CCC2(CC2)CC1